[Cu](I)I.[Bi] bismuth-copper iodide